1-methyl-1-cyclopentyltris(dimethylamino)tin CC1(CCCC1)[Sn](N(C)C)(N(C)C)N(C)C